(nitroxy)hexanoyl chloride O([N+](=O)[O-])CCCCCC(=O)Cl